4-(7-fluoro-1-(pyridazin-3-ylmethyl)-benzoimidazol-2-yl)-1,2,5-oxadiazol-3-amine FC1=CC=CC2=C1N(C(=N2)C=2C(=NON2)N)CC=2N=NC=CC2